C1(=C2C(=CC=C1)C1C(COCC3C(O3)C=3C=C2C(=CC3)O)O1)O 4'-biphenoldiglycidyl ether